C[C@H]1CN(CCN1C=1C2=C(N=CN1)NC=C2C2=CC=CC=C2)C(=O)OC(C)(C)C tert-butyl (S)-3-methyl-4-(5-phenyl-7H-pyrrolo[2,3-d]pyrimidin-4-yl)piperazine-1-carboxylate